CC=1N=CSC1C1=CC=C(C=C1)[C@H](CN1CCOCC1)NC(OC(C)(C)C)=O tert-butyl (R)-(1-(4-(4-methylthiazol-5-yl)phenyl)-2-morpholinoethyl)carbamate